C1(=CC=CC=C1)P(C1=NC2=CC=CC=C2C(=C1)C(F)F)C1=CC=CC=C1 diphenyl-(4-difluoromethyl-quinolin-2-yl)phosphorus